C(C)(=O)C=1C=CC(=NC1)C=O 5-Acetylpyridinealdehyde